P(=O)(OC)(OC(C)(C)C)O methyl tert-butyl hydrogen phosphate